CC#CCCCCCCC (E)-dec-2-yne